1-(2-bromopyridin-4-yl)-3-(5-chloro-2-hydroxymethylphenyl)urea BrC1=NC=CC(=C1)NC(=O)NC1=C(C=CC(=C1)Cl)CO